2-(2-carboxyethyl)-1-dodecyl-3-methyl-glycerol C(=O)(O)CCOC(COCCCCCCCCCCCC)COC